3-[4-[4-[1-[[2-chloro-6-methoxy-4-(2-methyl-1-oxo-2,7-naphthyridin-4-yl)phenyl]methyl]-3,3-difluoro-4-piperidyl]piperazin-1-yl]-3-fluoro-anilino]piperidine-2,6-dione ClC1=C(C(=CC(=C1)C1=CN(C(C2=CN=CC=C12)=O)C)OC)CN1CC(C(CC1)N1CCN(CC1)C1=C(C=C(NC2C(NC(CC2)=O)=O)C=C1)F)(F)F